tert-butyl (R/S)-(2-(4-(4-((1-(hydroxymethyl)cyclobutyl)amino)-5-oxido-6,7-dihydrothieno[3,2-d]pyrimidin-2-yl)phenyl)propan-2-yl)carbamate OCC1(CCC1)NC=1C2=C(N=C(N1)C1=CC=C(C=C1)C(C)(C)NC(OC(C)(C)C)=O)CC[S@]2=O |r|